CC(C(C(=O)O)N)O The molecule is an alpha-amino acid that is butanoic acid substituted by an amino group at position 2 and a hydroxy group at position 3. It has a role as a plant metabolite.